CC=1C(=NC=CC1)C=1C(=NC(=CC1)C)C(=O)N1[C@@H]2[C@@H](C[C@H](C1)CC2)OC2=NC=C(C=C2)C(F)(F)F (3,6'-dimethyl-[2,3'-bipyridine]-2'-yl)((1S,4R,6R)-6-((5-(trifluoromethyl)pyridin-2-yl)oxy)-2-azabicyclo[2.2.2]oct-2-yl)methanone